CC1=NN(C=N1)CC1=CC=C(C=C1)C=C 3-methyl-1-(4-vinylbenzyl)-1H-1,2,4-triazole